4-[3-(5-fluoro-2-pyridinyl)-1-methyl-pyrazol-4-yl]-1H-pyrrolo[2,3-b]Pyridine FC=1C=CC(=NC1)C1=NN(C=C1C1=C2C(=NC=C1)NC=C2)C